O.CC1=NC(=NC(=C1)C)N1CC2C(C1)CN(C2)C(=O)C2=C(C=C(C=C2)OC)N2N=CC=N2 (5-(4,6-dimethylpyrimidin-2-yl)hexahydropyrrolo[3,4-c]pyrrol-2(1H)-yl)(4-methoxy-2-(2H-1,2,3-triazol-2-yl)phenyl)methanone hydrate